C(C)(=O)N1\C(\C(C2=CC=CC=C12)=O)=C/C1=NC2=CC=CC=C2C(=C1)C=1C=NN(C1)C (Z)-1-acetyl-2-((4-(1-methyl-1H-pyrazol-4-yl)quinolin-2-yl)methylene)indolin-3-one